COC=1C=C(C=CC1C(F)(F)F)NC(=O)C1CCC(CC1)N1C(C2=CC=CC(=C2C1)C)=O (1s,4s)-N-(3-Methoxy-4-(trifluoromethyl)phenyl)-4-(4-methyl-1-oxoisoindolin-2-yl)cyclohexanecarboxamide